2-{[(S)-3-Methyl-1-piperidyl]methyl}-6-{6-chloro-4-[1-methyl-4-(4-methyl-4H-1,2,4-triazol-3-yl)-5-pyrazolyl]-2-pyridyl}-4-cyclopropyl-1,6-dihydro-1,6-diaza-7-indenone C[C@@H]1CN(CCC1)CC=1NC=2C(N(C=C(C2C1)C1CC1)C1=NC(=CC(=C1)C1=C(C=NN1C)C1=NN=CN1C)Cl)=O